(S)-2-(3-((2-amino-6-(pyrrolidin-1-yl)pyrimidin-4-yl)oxy)pyrrolidin-1-yl)-N-(3-(2-((1,5-dimethyl-1H-pyrazol-3-yl)amino)-5-methylpyrimidin-4-yl)-1H-indol-7-yl)acetamide NC1=NC(=CC(=N1)O[C@@H]1CN(CC1)CC(=O)NC=1C=CC=C2C(=CNC12)C1=NC(=NC=C1C)NC1=NN(C(=C1)C)C)N1CCCC1